C1(=CC=CC=C1)N[C@H]1C[C@H](CCC1)N (1R,3S)-N1-phenylcyclohexane-1,3-diamine